Methyl-thiazol methyl-2-(4-cyano-2-methoxy-phenoxy)-5-tetrahydropyran-4-yl-pyridine-3-carboxylate CC1=C(C(=NC=C1C1CCOCC1)OC1=C(C=C(C=C1)C#N)OC)C(=O)O.CC=1SC=CN1